1-(2-(benzyloxy)-4-bromophenyl)ethan-1-one C(C1=CC=CC=C1)OC1=C(C=CC(=C1)Br)C(C)=O